N-heptyl-N'-dodecyl-urea C(CCCCCC)NC(=O)NCCCCCCCCCCCC